(2R,4R)-N-((S)-1-(((3-Amino-1H-indazol-6-yl)methyl)amino)-1-oxopropan-2-yl)-4-phenylpyrrolidine-2-carboxamide Trifluoroacetate salt FC(C(=O)O)(F)F.NC1=NNC2=CC(=CC=C12)CNC([C@H](C)NC(=O)[C@@H]1NC[C@H](C1)C1=CC=CC=C1)=O